Nickel(II) tetrakis(3-methoxy-4-hydroxyphenyl)porphyrin COC=1C=C(C=CC1O)C1=C2C=CC(C(=C3C=CC(=C(C=4C=CC(=C(C5=CC=C1N5)C5=CC(=C(C=C5)O)OC)N4)C4=CC(=C(C=C4)O)OC)N3)C3=CC(=C(C=C3)O)OC)=N2.[Ni+2]